C(C)N(CC)[Si](CC)(CC)CC (diethylamino)triethyl-silane